FC(OC1=C(C(=CC(=C1)C)F)C=1C=2N(C(=NN1)N[C@H]1CN(CCC1)C1COCC1)C=CC2)F 1-[2-(difluoromethoxy)-6-fluoro-4-methylphenyl]-N-[(3R)-1-(oxacyclopent-3-yl)piperidin-3-yl]pyrrolo[1,2-d][1,2,4]triazin-4-amine